tert-butyl (4-(3-methoxy-2,6-dimethylphenyl)-[1,2,4]triazolo[1,5-a][1,6]naphthyridin-8-yl)(methyl)carbamate COC=1C(=C(C(=CC1)C)C=1C=2N(C3=CC(=NC=C3C1)N(C(OC(C)(C)C)=O)C)N=CN2)C